C[Si]1(O[Si](O[Si](O[Si](O1)(C)C=C)(C)C=C)(C)C=C)C=C tetravinyltetramethylcyclotetrasiloxane